N-(2-(2-aminoethoxy)ethyl)-4-azidobenzamide NCCOCCNC(C1=CC=C(C=C1)N=[N+]=[N-])=O